2-(2,6-dioxo-3-piperidyl)-5-[4-(4-piperidyl-oxy)-1-piperidyl]isoindoline-1,3-dione O=C1NC(CCC1N1C(C2=CC=C(C=C2C1=O)N1CCC(CC1)OC1CCNCC1)=O)=O